FC=1C=C2C(=NN(C2=CC1C=1CC(NCC1)C)C)N1C(NC(CC1)=O)=O 1-(5-fluoro-1-methyl-6-(2-methyl-1,2,3,6-tetrahydropyridin-4-yl)-1H-indazol-3-yl)dihydropyrimidine-2,4(1H,3H)-dione